2-(5-methoxy-1H-pyrrolo[3,2-b]pyridin-3-yl)-N-methylethan-1-amine COC1=CC=C2C(=N1)C(=CN2)CCNC